(R)-8,8-dimethyl-2-(1H-indol-4-yl)-7-propionyl-4-(3-methylmorpholin-4-yl)-5,6,7,8-tetrahydropyrido[3,4-d]pyrimidine CC1(N(CCC2=C1N=C(N=C2N2[C@@H](COCC2)C)C2=C1C=CNC1=CC=C2)C(CC)=O)C